COC=1C(=NC(=NC1C1=C2C=NNC2=CC=C1C)N1CCOCC1)N1CC2(CN(C2)C(C=C)=O)CC1 1-(6-(5-methoxy-6-(5-methyl-1H-indazol-4-yl)-2-morpholinopyrimidin-4-yl)-2,6-diazaspiro[3.4]octan-2-yl)prop-2-en-1-one